C(C)(C)(C)OC(N[C@H]1CCC2=CC(=CC=C12)NC1=NC(=CC=C1N)N1N=CC=C1)=O.SC(C)(C)OC(C)C 2-(2-mercapto-2-propoxy)propane tert-butyl-N-[(1S)-5-{[3-amino-6-(pyrazol-1-yl)pyridin-2-yl]amino}-2,3-dihydro-1H-inden-1-yl]carbamate